ClC=1C(=C(C=C(C1)Cl)O)C=1N=NC(=CC1)N1CCS(CC1)(=O)=O 3,5-dichloro-2-[6-(1,1-dioxo-1,4-thiazinan-4-yl)pyridazin-3-yl]phenol